(R)-(3-Aminopyrrolidin-1-yl)(5,7-dichloro-1H-indol-2-yl)methanone N[C@H]1CN(CC1)C(=O)C=1NC2=C(C=C(C=C2C1)Cl)Cl